COC1=CC=C2C=NN(C2=C1NS(=O)(=O)C=1C=NN(C1)C=1C=NN2C1OCCC2)C N-(6-methoxy-1-methylindazol-7-yl)-1-{5H,6H,7H-pyrazolo[3,2-b][1,3]oxazin-3-yl}pyrazole-4-sulfonamide